2,5-Bis(tert-butylperoxy)-2,5-dimethylhexan C(C)(C)(C)OOC(C)(CCC(C)(C)OOC(C)(C)C)C